amino-5-cyano-6-(((8-fluoro-4-oxo-2-phenyl-1,4-dihydroquinolin-3-yl)methyl)amino)pyrimidine NC1=NC(=C(C=N1)C#N)NCC1=C(NC2=C(C=CC=C2C1=O)F)C1=CC=CC=C1